L-phenylalanyl-L-glycyl-L-phenylalanyl-L-glycine N[C@@H](CC1=CC=CC=C1)C(=O)NCC(=O)N[C@@H](CC1=CC=CC=C1)C(=O)NCC(=O)O